N-(quinolin-8-yl)-3-vinylthiophene-2-amide N1=CC=CC2=CC=CC(=C12)NC(=O)C=1SC=CC1C=C